3-(3-(((R)-2-ethyl-2,3-dihydro-[1,4]oxazepino[7,6-g]quinolin-4(5H)-yl)methyl)-4-methylphenyl)-3-(1-ethyl-4-methyl-1H-benzo[d][1,2,3]triazol-5-yl)-2,2-dimethylpropanoic acid C(C)[C@H]1OC2=CC=3C=CC=NC3C=C2CN(C1)CC=1C=C(C=CC1C)C(C(C(=O)O)(C)C)C1=C(C2=C(N(N=N2)CC)C=C1)C